C(C=C)OCC(C(=O)OC1OCCC1)=C tetrahydrofuranyl α-allyloxymethylacrylate